potassium [2-[(5,8-difluoro-1-oxo-3,4-dihydroisoquinolin-2(1H)-yl)methyl]phenyl][(trifluoromethyl)sulfonyl]amide FC1=C2CCN(C(C2=C(C=C1)F)=O)CC1=C(C=CC=C1)[N-]S(=O)(=O)C(F)(F)F.[K+]